4-(hydroxymethyl)-4-(((4,4',4''-trimethoxytrityl)oxy)methyl)piperidine OCC1(CCNCC1)COC(C1=CC=C(C=C1)OC)(C1=CC=C(C=C1)OC)C1=CC=C(C=C1)OC